(S)-3-(1-aminoethyl)-8-chloro-2-(5-methoxy-1H-pyrazol-3-yl)isoquinolin-1(2H)-one N[C@@H](C)C=1N(C(C2=C(C=CC=C2C1)Cl)=O)C1=NNC(=C1)OC